O=C1NC(CCC1N1C(C2=CC=C(C=C2C1=O)OCCN1CCN(CC1)C1=NC=C(C(=O)OC(C)(C)C)C=C1)=O)=O tert-butyl 6-(4-(2-((2-(2,6-dioxopiperidin-3-yl)-1,3-dioxoisoindolin-5-yl)oxy)ethyl)piperazin-1-yl)nicotinate